FC=CC=CC 1-fluoropenta-1,3-diene